[C@@H]1(C2(CC3=CC=CC=C13)CNC2)N[S@](=O)C(C)(C)C (R)-N-((R)-1',3'-dihydrospiro[azetidine-3,2'-indene]-1'-yl)-2-methylpropane-2-sulfinamide